C(#N)C1=CC=C(C=C1)S(/C=C/CNC(=O)C=1C(NC=2CCCCC2C1)=O)(=O)=N N-[(2E)-3-[(4-cyanophenyl)(imino)oxo-λ6-sulfanyl]prop-2-en-1-yl]-2-oxo-1,2,5,6,7,8-hexahydroquinoline-3-carboxamide